1,3,6-Tri-galloylglucose C(C1=CC(O)=C(O)C(O)=C1)(=O)C(=O)[C@H](O)[C@@](O)([C@H](O)[C@H](O)C(O)C(C1=CC(O)=C(O)C(O)=C1)=O)C(C1=CC(O)=C(O)C(O)=C1)=O